(5-(hydroxymethyl)furan-2-yl)dec-1-en-3-one OCC1=CC=C(O1)C=CC(CCCCCCC)=O